C1(CCC1)OC=1C=2N(C=NC1C=1C=NNC1)N=C(N2)NC2CC1(CCN(C1)C(=O)OC(C)(C)C)CC2 tert-butyl 7-((8-cyclobutoxy-7-(1H-pyrazol-4-yl)-[1,2,4]triazolo[1,5-c]pyrimidin-2-yl) amino)-2-azaspiro[4.4]nonane-2-carboxylate